FC([C@H]1N(C(OC1)=O)C=1N=C2N(CCOC3=C2SC=C3)C1)F (S)-4-(difluoromethyl)-3-(5,6-dihydroimidazo[1,2-d]thieno[2,3-f][1,4]oxazepin-9-yl)oxazolidin-2-one